C(N)(O[C@@](CN1CC2=NC(=CC=C2C1=O)C=1C=NNC1)(CC(=C)C)C)=O (R)-{2,4-dimethyl-1-[5-oxo-2-(1H-pyrazol-4-yl)-5,7-dihydro-6H-pyrrolo[3,4-b]pyridin-6-yl] pent-4-en-2-yl} carbamate